3-(5-(1-(trifluoromethyl)cyclopropyl)-2-(4-(trifluoromethyl)phenyl)-1H-pyrrol-3-yl)propanoic acid FC(C1(CC1)C1=CC(=C(N1)C1=CC=C(C=C1)C(F)(F)F)CCC(=O)O)(F)F